3-chloropyridin-2-yl carbamate C(N)(OC1=NC=CC=C1Cl)=O